C1NCC12CCN(CC2)C2=C(C=C(C=N2)C2C(NC(CC2)=O)=O)F 3-[6-(2,7-diazaspiro[3.5]non-7-yl)-5-fluoro-3-pyridinyl]piperidine-2,6-dione